tert-butyl N-[[4-(4-chloro-3-fluorophenyl)-1-methyl-5-oxo-1,2,4-triazol-3-yl]methyl]carbamate ClC1=C(C=C(C=C1)N1C(=NN(C1=O)C)CNC(OC(C)(C)C)=O)F